5-(2-fluorophenyl)-3-(1-isopropyl-1H-indol-5-yl)-1,2,4-oxadiazole FC1=C(C=CC=C1)C1=NC(=NO1)C=1C=C2C=CN(C2=CC1)C(C)C